N-n-butyl-N-methylpropanamide C(CCC)N(C(CC)=O)C